2-imino-3-(5-methyl-2-((thien-3-ylmethoxy)methyl)phenyl)thiazolidin-4-one N=C1SCC(N1C1=C(C=CC(=C1)C)COCC1=CSC=C1)=O